O1C(NC2C1CNC2)=O hexahydro-2H-pyrrolo[3,4-d]oxazol-2-one